7-((4-benzyl-5-isobutyl-4H-1,2,4-triazol-3-yl)thio)-N-((2-(methylamino)pyrimidin-4-yl)methyl)-N-(piperidin-4-ylmethyl)heptanamide C(C1=CC=CC=C1)N1C(=NN=C1CC(C)C)SCCCCCCC(=O)N(CC1CCNCC1)CC1=NC(=NC=C1)NC